(3R,5'S)-1'-(N-(tert-butoxycarbonyl)-N-methyl-L-leucyl)-5-chloro-2-oxospiro[indoline-3,3'-pyrrolidine]-5'-carboxylate C(C)(C)(C)OC(=O)N([C@@H](CC(C)C)C(=O)N1C[C@]2(C[C@H]1C(=O)[O-])C(NC1=CC=C(C=C12)Cl)=O)C